O(C)C1=CC=C(C=C1)S(=O)(=O)N 4-methoxyl-benzenesulfonamide